N-ethyl-4-fluoro-2-({3-[(E)-2-{1-[3-(pyrrolidin-1-yl)propyl]-1H-pyrazol-4-yl}vinyl]-1H-indazol-6-yl}thio)benzamide C(C)NC(C1=C(C=C(C=C1)F)SC1=CC=C2C(=NNC2=C1)\C=C\C=1C=NN(C1)CCCN1CCCC1)=O